C(CC=C)C(CP(O)(O)=O)C(C#C)(C)C (3-butenyl)(1,1-dimethyl-2-propynyl)ethylphosphonic acid